OC1=C(C(=O)C2=CC=C(C=C2)O)C=CC(=C1)O 2,4,4'-tri-hydroxybenzophenone